cyclopentyl(4-(((2S,3R,4R,5S)-3,4,5-trihydroxy-2-(hydroxymethyl)piperidin-1-yl)methyl)piperidin-1-yl)methanone C1(CCCC1)C(=O)N1CCC(CC1)CN1[C@H]([C@H]([C@@H]([C@H](C1)O)O)O)CO